CC(C)OC(CCCC=CC)=O 5-heptenoic acid 1-methylethyl ester